2,5-dichlorophenyl-thiourea ClC1=C(C=C(C=C1)Cl)NC(=S)N